NCCC#CC=1C(=C(C(=CC1)O)N1CC(NS1(=O)=O)=O)F 5-(3-(4-aminobut-1-yn-1-yl)-2-fluoro-6-hydroxyphenyl)-1,2,5-thiadiazolidin-3-one 1,1-dioxide